CC1=CC(=NC=C1N1C(CCC1)C)[N+](=O)[O-] 4-methyl-5-(2-methylpyrrolidin-1-yl)-2-nitropyridine